CC1=C(C=CC=C1O)C=O cresol-formaldehyde